4-[2-tert-butoxyethyl-[4-(5,6,7,8-tetrahydro-1,8-naphthyridin-2-yl)butyl]amino]-2-[[5-fluoro-3-(trifluoromethyl)pyridine-2-carbonyl]amino]butanoic acid C(C)(C)(C)OCCN(CCC(C(=O)O)NC(=O)C1=NC=C(C=C1C(F)(F)F)F)CCCCC1=NC=2NCCCC2C=C1